(5-hydroxy-4-methyl-1H-pyrazol-3-yl)-N-methylbenzene-1-sulfonamide OC1=C(C(=NN1)C1=C(C=CC=C1)S(=O)(=O)NC)C